2-[(1S,2S)-2-(methoxymethyl)cyclopropyl]-N-[2-methyl-5-[[2-[(2S)-2-methylpyrrolidin-1-yl]acetyl]amino]-3-pyridyl]-1H-pyrrolo[2,3-b]pyridine-5-carboxamide COC[C@@H]1[C@H](C1)C1=CC=2C(=NC=C(C2)C(=O)NC=2C(=NC=C(C2)NC(CN2[C@H](CCC2)C)=O)C)N1